tert-butyl (2S,6S)-4-[4-[[7-fluoro-6-(methoxymethoxy)-2-methyl-indazol-5-yl]carbamoyl]-2-methoxy-1,3-benzothiazol-7-yl]-2,6-dimethyl-piperazine-1-carboxylate FC1=C(C(=CC2=CN(N=C12)C)NC(=O)C1=CC=C(C2=C1N=C(S2)OC)N2C[C@@H](N([C@H](C2)C)C(=O)OC(C)(C)C)C)OCOC